ClC=1C=C(NC2(CCC3(C(CC4=CC=CC=C34)CC(C(F)F)COC3=C4C(=NC=C3)C=CS4)CC2)C(=O)OC)C=CC1 methyl (1r,4r)-4-(3-chloroanilino)-2'-(3,3-difluoro-2-{[(thieno[3,2-b]pyridin-7-yl)oxy]methyl}propyl)-2',3'-dihydrospiro[cyclohexane-1,1'-indene]-4-carboxylate